6-fluoro-2,3-dihydrobenzo[b][1,4]dioxin-5-carbaldehyde FC1=C(C2=C(OCCO2)C=C1)C=O